3-Hydroxy-nonacosanoic acid OC(CC(=O)O)CCCCCCCCCCCCCCCCCCCCCCCCCC